S1C=NC=C1C(=O)ON1C(CN(CC1)S(=O)(=O)C1=C(C=CC=C1F)F)C methyl-[4-(2,6-difluorobenzenesulfonyl)-1-piperazinyl] thiazole-5-carboxylate